COCC(=C)C1=CC=2N(N=C1)C=C(N2)[C@H](COC(C(F)(F)F)(C)C)NC(OC(C)(C)C)=O tert-butyl (R)-(1-(7-(3-methoxyprop-1-en-2-yl)imidazo[1,2-b]pyridazin-2-yl)-2-((1,1,1-trifluoro-2-methylpropan-2-yl)oxy)ethyl)carbamate